4-chloro-3-((trimethylsilyl)ethynyl)benzoic acid methyl ester COC(C1=CC(=C(C=C1)Cl)C#C[Si](C)(C)C)=O